3-(2-Propoxyphenyl)-1,5-dimethyl-pyrazol-4-ol C(CC)OC1=C(C=CC=C1)C1=NN(C(=C1O)C)C